[Na].ClC1=C(C2=C(NC1C)SC1=C2C=CC(=C1)C1=CC=C(C=C1)CO)O 3-chloro-7-(4-(hydroxymethyl)phenyl)-2-methylbenzo[4,5]thieno[2,3-b]pyridin-4(1H)-ol sodium salt